1-aminopentan-3-ol NCCC(CC)O